tert-butyl 4-[[1-[2-(2,6-dibenzyloxy-3-pyridyl)-1-oxo-isoindolin-4-yl]-4-piperidyl]methyl]piperidine-1-carboxylate C(C1=CC=CC=C1)OC1=NC(=CC=C1N1C(C2=CC=CC(=C2C1)N1CCC(CC1)CC1CCN(CC1)C(=O)OC(C)(C)C)=O)OCC1=CC=CC=C1